4-(6-fluoro-7-chloro-1-(2-isopropyl-4-deuteromethylpyridin-3-yl)-2-oxo-1,2-dihydropyrido[2,3-d]pyrimidin-4-yl)-dimethylpiperazine-1-carboxylic acid tert-butyl ester C(C)(C)(C)OC(=O)N1C(CN(CC1)C=1C2=C(N(C(N1)=O)C=1C(=NC=CC1C[2H])C(C)C)N=C(C(=C2)F)Cl)(C)C